C(C)[SiH2]OCCCOCCC1=CC=CC2=CC=CC=C12 ethyl-(naphthyl)ethoxypropoxysilane